2-nitro-N-(pent-4-en-1-yl)benzenesulfonamide [N+](=O)([O-])C1=C(C=CC=C1)S(=O)(=O)NCCCC=C